C1(CC1)C1=NN(C=N1)C1CC2(CN(C2)C(=O)N2C[C@H]3[C@@H](C2)CC(C3)OC3=C(C#N)C=C(C=C3)C(F)(F)F)C1 |r| 2-[[rac-(3aS,6aR)-2-[6-(3-cyclopropyl-1,2,4-triazol-1-yl)-2-azaspiro[3.3]heptane-2-carbonyl]-3,3a,4,5,6,6a-hexahydro-1H-cyclopenta[c]pyrrol-5-yl]oxy]-5-(trifluoromethyl)benzonitrile